S1C2=C(C(=C1)C(=O)NC=1C(=NC=C(C(=O)NCCOCCOCCC(=O)O)C1)NC1=C(C=CC=C1)C)C=CC=C2 3-(2-(2-(5-(benzo[b]thiophene-3-carboxamido)-6-(o-tolylamino)nicotinamido)ethoxy)ethoxy)propanoic acid